FC=1C(=CC=2C3=C(NC(C2C1)=O)C(OCC3N(C(=O)C=3NC1=CC(=C(C=C1C3)F)C(F)F)C)O)F N-(8,9-difluoro-4-hydroxy-6-oxo-1,4,5,6-tetrahydro-2H-pyrano[3,4-c]isoquinolin-1-yl)-6-(difluoromethyl)-5-fluoro-N-methyl-1H-indole-2-carboxamide